(4-(4-amino-7-(piperidin-4-yl)pyrrolo[2,1-f][1,2,4]triazin-5-yl)phenyl)-2-oxo-1-phenyl-2,4,5,6-tetrahydro-1H-pyrrolo[1,2-b]pyrazole-3-carboxamide NC1=NC=NN2C1=C(C=C2C2CCNCC2)C2=CC=C(C=C2)C2CCN1N(C(C(=C12)C(=O)N)=O)C1=CC=CC=C1